FC(CN1N=CC=2C1=NC(=CN2)N2CC1(CN(C1)C1=CC(=NC=C1)C(F)(F)F)CC2=O)F 6-[1-(2,2-difluoroethyl)-1H-pyrazolo[3,4-b]pyrazin-6-yl]-2-[2-(trifluoromethyl)pyridin-4-yl]-2,6-diazaspiro[3.4]octan-7-one